3-(1-adamantyl)propan-1-ol C12(CC3CC(CC(C1)C3)C2)CCCO